[C@@H]1([C@H](O)[C@@H](O)[C@H](O)[C@H](O1)CO)O[C@H]1[C@@H]([C@H]([C@H](OCC=C)O[C@@H]1CO)O)O allyl beta-D-Glucopyranosyl-(1→4)-beta-D-glucopyranoside